2-fluoro-N-(3-((1s,3R)-3-methyl-1-(4-methyl-4H-1,2,4-triazol-3-yl)cyclobutyl)phenyl)-6-(((S)-3-methylpiperidin-1-yl)methyl)imidazo[1,2-a]pyridine-8-carboxamide FC=1N=C2N(C=C(C=C2C(=O)NC2=CC(=CC=C2)C2(CC(C2)C)C2=NN=CN2C)CN2C[C@H](CCC2)C)C1